FC1=CC=2N(C=C1C=1CCN(CC1)C(=O)OC(C)(C)C)N=CN2 tert-Butyl 4-(7-fluoro-[1,2,4]triazolo[1,5-a]pyridin-6-yl)-3,6-dihydropyridine-1(2H)-carboxylate